tert-butyl 4-bromo-1-methyl-1H-pyrazole-3-carboxylate BrC=1C(=NN(C1)C)C(=O)OC(C)(C)C